Z-leucinealdehyde N[C@@H](CC(C)C)C=O